2-[3-[2-(tert-butoxycarbonylamino)ethoxy]propoxy]acetic acid C(C)(C)(C)OC(=O)NCCOCCCOCC(=O)O